C(C)(C)(C)OC(=O)N1CC2(C1)C[C@@H](CC2)N2CCC(CC2)C2=C(C=C(C=C2)F)OC2COC2 (R)-6-(4-(4-fluoro-2-(oxetan-3-yloxy)phenyl)piperidin-1-yl)-2-azaspiro[3.4]octane-2-carboxylic acid tert-butyl ester